The molecule is a pentacyclic triterpenoid that is ursane which contains a double bond between positions 12 and 13 and in which the hydrogen at the 3beta position is substituted by a hydroxy group. It is a pentacyclic triterpenoid and a secondary alcohol. It derives from a hydride of an ursane. C[C@@H]1CC[C@@]2(CC[C@@]3(C(=CC[C@H]4[C@]3(CC[C@@H]5[C@@]4(CC[C@@H](C5(C)C)O)C)C)[C@@H]2[C@H]1C)C)C